N-(2-aminoethyl)aminomethyltrimethoxysilane NCCNC[Si](OC)(OC)OC